FC1(CC(C1)N1C(=NC2=NC=C(C=C21)C=2C=CN1N=C(N=CC12)N[C@@H]1C[C@H](C1)OC)C)F 5-(1-(3,3-difluorocyclobutyl)-2-methyl-1H-imidazo[4,5-b]pyridin-6-yl)-N-(trans-3-methoxycyclobutyl)pyrrolo[2,1-f][1,2,4]triazin-2-amine